1-(7-(2-Amino-3-cyano-7-fluorobenzo[b]thiophen-4-yl)-6-chloro-8-fluoro-2-(((2R,7aS)-2-fluorotetrahydro-1H-pyrrolizin-7a(5H)-yl)methoxy)quinazolin-4-yl)azepane-3-sulfonamide NC1=C(C2=C(S1)C(=CC=C2C2=C(C=C1C(=NC(=NC1=C2F)OC[C@]21CCCN1C[C@@H](C2)F)N2CC(CCCC2)S(=O)(=O)N)Cl)F)C#N